1,4-phenylenedihydrazine C1(=CC=C(C=C1)NN)NN